C(C=CC=CCCC(C)C)=O isodecadienal